[2'-(methylamino)[1,1'-Biphenyl]-2-yl]palladium CNC1=C(C=CC=C1)C1=C(C=CC=C1)[Pd]